tetrahydro-2H-pyran-3,4-diol sulfate S(=O)(=O)(O)O.O1CC(C(CC1)O)O